methyl-1-phenylbutan CC(CCC)C1=CC=CC=C1